CN(C=1C=C(C=CC1)C=1N=C(SC1)C(=O)O)C.CN(C=1C=C(C=CC1)C=1N=C(SC1)C(=O)NCCNC(OC(C)(C)C)=O)C tert-butyl (2-(4-(3-(dimethylamino)phenyl)thiazole-2-carboxamido)ethyl)carbamate 4-(3-(dimethylamino)phenyl)thiazole-2-carboxylate